methyl (ethoxyethyl) carbonate C(OC)(OCCOCC)=O